FC1=C(C=C(C(=C1[N+](=O)[O-])Cl)[N+](=O)[O-])[N+](=O)[O-] 2-fluoro-4-chloro-1,3,5-trinitrobenzene